CC1(C(N(CCC1)CC1=CC=C(C=C1)C1=NOC(=N1)C(F)(F)F)=O)C 3,3-dimethyl-1-[[4-[5-(trifluoromethyl)1,2,4-oxadiazol-3-yl]phenyl]methyl]piperidin-2-one